5-(2-chloro-5-(isobutyrylaminomethyl)benzoylamino)-N-(2-chlorobenzyl)-1-methyl-1H-indole-2-carboxamide ClC1=C(C(=O)NC=2C=C3C=C(N(C3=CC2)C)C(=O)NCC2=C(C=CC=C2)Cl)C=C(C=C1)CNC(C(C)C)=O